Cl.FC=1C=C2C(=CC=NC2=CC1)N(C1CC2(CNC2)C1)C 6-fluoro-N-methyl-N-(2-azaspiro[3.3]heptane-6-yl)quinolin-4-amine hydrochloride